(2R)-N-(3-fluoro-4-(trimethylsilyl)phenyl)-2-(4-(methoxymethyl)phenyl)-2-(((methylsulfonyl)acetyl)amino)acetamide FC=1C=C(C=CC1[Si](C)(C)C)NC([C@H](NC(CS(=O)(=O)C)=O)C1=CC=C(C=C1)COC)=O